ClC=1C=C(C=C(C1)Cl)C1(C=C(NO1)C1=CC=C(C(=O)O)C=C1)C(F)(F)F 4-(5-(3,5-dichlorophenyl)-5-(trifluoromethyl)-3-isoxazolyl)-benzoic acid